3,4-bis(5'-bromopentyloxy)benzaldehyde BrCCCCCOC=1C=C(C=O)C=CC1OCCCCCBr